N-(4-ethylphenyl)-2-((7-(trifluoromethyl)-[1,2,4]triazolo[1,5-c]pyrimidin-2-yl)thio)acetamide C(C)C1=CC=C(C=C1)NC(CSC1=NN2C=NC(=CC2=N1)C(F)(F)F)=O